ClC1=C2C(=CC=3C(OC(=NC31)C=3N(N=C(C3)OCC(F)(F)F)C3=NC=CC=C3Cl)=O)C=C(C=C2)C#N 10-chloro-2-[2-(3-chloro-2-pyridyl)-5-(2,2,2-trifluoro-ethoxy)pyrazol-3-yl]-4-oxo-benzo[g][3,1]benzoxazine-7-carbonitrile